aluminum tripropylammonium C(CC)[NH+](CCC)CCC.[Al+3]